1-(di-n-propoxymethylsilyl)-1-(tri-n-propoxysilyl)methane C(CC)OC(OCCC)[SiH2]C[Si](OCCC)(OCCC)OCCC